Cl.N[C@H]1CN(CCCC1)C1=NN(C(C2=CC=CC=C12)=O)C1=CC=C(C=C1)Cl (R)-4-(3-Aminoazepan-1-yl)-2-(4-chlorophenyl)phthalazin-1(2H)-one-hydrochloride